2-Methyl-6-(4-methoxyphenyl)-3,7-dihydroimidazo[1,2-a]pyrazine-3-one hydrochloride Cl.CC1=NC=2N(C=C(NC2)C2=CC=C(C=C2)OC)C1=O